Boc-L-arginine C(=O)(OC(C)(C)C)N[C@@H](CCCNC(N)=N)C(=O)O